FC(CN1C(C=2NC3=C(C=CC=C3C2C[C@H]1C)F)C1=C(C=C(C=C1)NC1CN(C1)CCCF)OC(F)F)F N-(4-((3R)-2-(2,2-difluoroethyl)-8-fluoro-3-methyl-2,3,4,9-tetrahydro-1H-pyrido[3,4-b]indol-1-yl)-3-(difluoromethoxy)phenyl)-1-(3-fluoropropyl)azetidin-3-amine